4-((R)-7-(4-bromo-3-(trifluoromethyl)benzoyl)-2-(((S)-but-3-en-2-yl)amino)-6-methyl-4-oxo-5,6,7,8-tetrahydropyrido[3,4-d]pyrimidin-3(4H)-yl)-N-methylbenzamide BrC1=C(C=C(C(=O)N2CC=3N=C(N(C(C3C[C@H]2C)=O)C2=CC=C(C(=O)NC)C=C2)N[C@@H](C)C=C)C=C1)C(F)(F)F